[N+](=O)([O-])C=1C=CC2=C(N=CS2)C1 5-nitro-1,3-benzothiazole